FC(C1=NN=C(O1)C1=CC(=C(CN2C(N(C3=C2C=C(C(=C3)C3=C(C=CC=C3)F)F)C3CCN(CC3)C)=O)C=C1)F)F 1-(4-(5-(difluoromethyl)-1,3,4-oxadiazole-2-yl)-2-fluorobenzyl)-6-fluoro-5-(2-fluorophenyl)-3-(1-methylpiperidine-4-yl)-1,3-dihydro-2H-benzo[d]imidazole-2-one